[2H]C1=C(C(=C(C(=C1[2H])C(C2=C(C(=C(C(=C2[2H])[2H])Cl)[2H])[2H])C(Cl)(Cl)Cl)Cl)[2H])[2H] 2,4'-Dichlorodiphenyltrichloroethane-d8